N,N'-bis(salicylidene)-1,2-ethylenediamine C(C=1C(O)=CC=CC1)=NCCN=CC=1C(O)=CC=CC1